FC1=C(C=CC(=C1)F)CC(=O)C1=CC=C(C=C1)C1=NOC(C1)(C(F)(F)F)O 2-(2,4-difluorophenyl)-1-{4-[5-hydroxy-5-(trifluoromethyl)-4,5-dihydro-1,2-oxazol-3-yl]phenyl}-ethanone